C(C)(C)(C)OC(NCCCC(C1=CC2=C(NC(O2)=O)C=C1)=O)=O.CN1C(OC2=C1C=CC(=C2)C2N(CCC2)C(=O)NCCCCC2=CC=CC=C2)=O 2-(3-Methyl-2-oxo-1,3-benzoxazol-6-yl)-N-(4-phenylbutyl)pyrrolidine-1-carboxamide tert-Butyl-N-[4-oxo-4-(2-oxo-3H-1,3-benzoxazol-6-yl)butyl]carbamate